Cl.C(C1=CC=CC=C1)N1[C@@H](CC[C@@H]1C(=O)OCC)C(=O)OCC diethyl (2S,5R)-1-benzylpyrrolidine-2,5-dicarboxylate hydrochloride